N-(2-methylpropyl)-N-(1-diethylphosphono-2,2-dimethylpropyl)-O-(2-carboxyprop-2-yl)hydroxylamine CC(CN(OC(C)(C)C(=O)O)C(C(C)(C)C)P(=O)(OCC)OCC)C